COC=1C=CC=2N(C1)C=C(N2)C2=CC=C(C=C2)C2=CC(=NC=C2)NC(OC(C)(C)C)=O tert-butyl N-[4-[4-(6-methoxyimidazo[1,2-a]pyridin-2-yl)phenyl]pyridin-2-yl]carbamate